8-fluoro-3-(3-oxo-3-(4-(3-(trifluoromethyl)phenyl)piperazin-1-yl)propyl)-3,5-dihydro-4H-pyrimido[5,4-b]indol-4-one FC1=CC=2C3=C(NC2C=C1)C(N(C=N3)CCC(N3CCN(CC3)C3=CC(=CC=C3)C(F)(F)F)=O)=O